perfluorooctyl-iodine FC(C(C(C(C(C(C(C(F)(F)F)(F)F)(F)F)(F)F)(F)F)(F)F)(F)F)(I)F